11-(isopropyl-sulfonyl)undecanoic acid C(C)(C)S(=O)(=O)CCCCCCCCCCC(=O)O